lactic acid-nicotine salt N1=CC=CC(=C1)C1N(C)CCC1.C(C(O)C)(=O)O